C(CC)(=O)OCCC(=CCC(CCC=C)C(=C)C)C 6-isopropenyl-3-methyl-3,9-decadienyl propionate